N1(CCC=CCC1)C(=O)OCC1=CC=CC=C1 benzyl 2,3,6,7-tetrahydro-1H-azepine-1-carboxylate